C(C)(C)(C)OC(NC1CN(C(C1)=O)OCC1=CC=CC=C1)=O 1-benzyloxy-5-oxopyrrolidine-3-carbamic acid tertiary butyl ester